[Pt].[Ir].[Si].[B] boron-silicon-iridium-platinum